S-(18-Chloro-3,6,9,12-tetraoxaoctadecyl) ethanethioate C(C)(SCCOCCOCCOCCOCCCCCCCl)=O